Bis-aminobenzoyl-benzene NC=1C(=C(C=CC1)C(C1=CC=CC=C1)=O)N